N1(CCOCC1)C1=CC=C(C=N1)NC1=NC2=C(C=CC=C2C=N1)C1=CC=CC=C1 N-(6-morpholinylpyridin-3-yl)-8-phenylquinazolin-2-amine